dibenzo(a,j)acridine C1=CC=CC=2C=CC=3N=C4C=CC5=C(C4=CC3C21)C=CC=C5